FC1=CC(=CC2=NN(N=C21)C2CCN(CC2)C(=O)OC(C)(C)C)B2OC(C(O2)(C)C)(C)C tert-butyl 4-[4-fluoro-6-(4,4,5,5-tetramethyl-1,3,2-dioxaborolan-2-yl)benzotriazol-2-yl]piperidine-1-carboxylate